O1COC2=C1C=CC(=C2)C(C(C)N(C(OC(C)(C)C)=O)C([2H])([2H])[2H])=O Tert-butyl (1-(benzo[d][1,3]dioxol-5-yl)-1-oxopropan-2-yl)(methyl-d3)carbamate